10,10-dimethyl-9-oxo-3-(pyridine-3-carbonyl)-3-azaspiro[5.5]undec-7-ene-8-carbonitrile CC1(C(C(=CC2(CCN(CC2)C(=O)C=2C=NC=CC2)C1)C#N)=O)C